NC1=NC=2C(=CC=CC2C=2N1N=C(C2)C(=O)N2CCN(CC2)C2=C(C=C(C=C2)F)F)F (5-amino-7-fluoropyrazolo[1,5-c]quinazolin-2-yl)(4-(2,4-difluorophenyl)piperazin-1-yl)methanone